FC1=C(CN2C(C3=C(C(=C2)C(=O)OC)SC=C3)=O)C(=CC(=C1)C=1C3=CN(N=C3C=CC1)C)F Methyl 5-(2,6-difluoro-4-(2-methyl-2H-indazol-4-yl)benzyl)-4-oxo-4,5-dihydrothieno[3,2-c]pyridine-7-carboxylate